4-{4-amino-7-methyl-6-[4-(prop-2-enamido)phenyl]-7H-pyrrolo[2,3-d]pyrimidin-5-yl}-N-(2-methylpropyl)benzamide NC=1C2=C(N=CN1)N(C(=C2C2=CC=C(C(=O)NCC(C)C)C=C2)C2=CC=C(C=C2)NC(C=C)=O)C